C(C)(C)(C)C1=CC=C(C=C1)S(=O)(=O)NC(\C=C\C=1C(=NN(C1)C1=CC=CC=C1)CCC1=CC=CC=C1)=O (E)-N-(4-tert-butylbenzenesulfonyl)-3-(3-phenethyl-1-phenyl-1H-pyrazol-4-yl)acrylamide